The molecule is a pseudobaptigenin that is pseudobaptigenin substituted by a hydroxy groups at position 2'. It has a role as a plant metabolite. It is a hydroxyisoflavone and a member of benzodioxoles. It derives from a pseudobaptigenin. C1OC2=C(O1)C=C(C(=C2)C3=COC4=C(C3=O)C=CC(=C4)O)O